(2S,4S)-4-fluoro-1-[2-[4-[(8-fluoro-4-quinolyl)oxy]-1-piperidyl]acetyl]pyrrolidine-2-carbonitrile F[C@H]1C[C@H](N(C1)C(CN1CCC(CC1)OC1=CC=NC2=C(C=CC=C12)F)=O)C#N